3,7-dichloro-5-phenylpyrazolo[1,5-a]pyrimidine ClC=1C=NN2C1N=C(C=C2Cl)C2=CC=CC=C2